C(C)C1=C(C(=CC(=C1)CC)CC)NS(=O)(=O)C1=CC(=CC(=C1)C(F)(F)F)C(F)(F)F N-(2,4,6-triethylphenyl)-3,5-bis(trifluoromethyl)benzenesulfonamide